C(CCCC\C=C/C\C=C/C\C=C/C\C=C/CC)(=O)Cl stearidonoyl chloride